NC1=NC=2C=CC(=CC2C2=C1COC2)C(=O)N(C(C)C)CC2=NC=C(C=C2)C#C 4-amino-N-((5-ethynylpyridin-2-yl)methyl)-N-isopropyl-1,3-dihydrofuro[3,4-c]quinoline-8-carboxamide